N-(2,6-difluorophenyl)-2-(methoxymethyl)-6-({[2-(trifluoromethyl)phenyl]carbonyl}amino)-1H-benzoimidazole-4-carboxamide FC1=C(C(=CC=C1)F)NC(=O)C1=CC(=CC=2NC(=NC21)COC)NC(=O)C2=C(C=CC=C2)C(F)(F)F